N-(3,3-difluorocyclohexyl)aniline methyl-6-((4-(1-(2-fluoro-2-methylpropyl)piperidin-4-yl)-1H-1,2,3-triazol-1-yl)methyl)nicotinate COC(C1=CN=C(C=C1)CN1N=NC(=C1)C1CCN(CC1)CC(C)(C)F)=O.FC1(CC(CCC1)NC1=CC=CC=C1)F